C(C)(C)(C)OC(=O)N1CC2=CC=C(C=C2CC1)CBr.FC(O[Si](OC(F)(F)F)(OC(F)(F)F)C(C(C(C(C(C(C(C(C(C(C(C(C(C(C(C(F)(F)F)(F)F)(F)F)(F)F)(F)F)(F)F)(F)F)(F)F)(F)F)(F)F)(F)F)(F)F)(F)F)(F)F)(F)F)(F)F)(F)F perfluorohexadecyl-trimethoxysilane tert-butyl-6-(bromomethyl)-3,4-dihydroisoquinoline-2(1H)-carboxylate